C1(CC2C(CC1)O2)COCC2(CC=C(C=C2)COCC2CC1C(CC2)O1)C1=CC=CC=C1 1,4-bis(3,4-epoxycyclohexylmethoxymethyl)biphenyl